Cl.CS(=O)(=O)N1CCNCC1 1-(methyl-sulfonyl)piperazine hydrochloride